tert-butyl (4S)-5-amino-4-[4-[[4-[[3-(methylsulfonyloxymethyl)-morpholin-4-yl]methyl]-phenyl]methoxy]-1-oxoisoindolin-2-yl]-5-oxo-pentanoate NC([C@H](CCC(=O)OC(C)(C)C)N1C(C2=CC=CC(=C2C1)OCC1=CC=C(C=C1)CN1C(COCC1)COS(=O)(=O)C)=O)=O